(2R,3S,5R)-N-(2-aminomethylsulfanyl-4-pyridyl)-3-(3,4-difluoro-2-methoxy-phenyl)-5-methyl-5-(trifluoromethyl)tetrahydrothiophene-2-carboxamide NCSC1=NC=CC(=C1)NC(=O)[C@@H]1S[C@](C[C@H]1C1=C(C(=C(C=C1)F)F)OC)(C(F)(F)F)C